N-(4-bromophenyl)-4-formylbenzamide BrC1=CC=C(C=C1)NC(C1=CC=C(C=C1)C=O)=O